methyl 4-(3,5-dichlorobenzoyl amino)-3-hydroxybenzoate ClC=1C=C(C(=O)NC2=C(C=C(C(=O)OC)C=C2)O)C=C(C1)Cl